3-((S)-2-hydroxy-3-((S)-8-(4'-((isopentylamino)methyl)biphenyl-3-ylsulfonyl)-1-oxa-8-azaspiro[4.5]decan-3-ylamino)propoxy)-N-methylbenzenesulfonamide O[C@H](COC=1C=C(C=CC1)S(=O)(=O)NC)CN[C@@H]1COC2(C1)CCN(CC2)S(=O)(=O)C=2C=C(C=CC2)C2=CC=C(C=C2)CNCCC(C)C